FC1=CC2=C(CC(O2)(C)C)C=C1C(=O)NC1=C(C(=CC(=C1)F)B1OC(C(O1)(C)C)(C)C)C 6-Fluoro-N-(5-fluoro-2-methyl-3-(4,4,5,5-tetramethyl-1,3,2-dioxaborolan-2-yl)phenyl)-2,2-dimethyl-2,3-dihydrobenzofuran-5-carboxamide